NC1=CC=C(C=C1)S(=O)(=O)NCC(=O)N[C@H](C(=O)N(C)C1=CC=C(C=C1)OC)CC1=CC=CC=C1 (S)-2-(2-((4-aminophenyl)sulfonamido)acetamido)-N-(4-methoxyphenyl)-N-methyl-3-phenylpropionamide